N-(3-(1H-pyrazol-1-yl)benzyl)-N-(3-methoxybenzyl)-4-methylthiazol-2-amine N1(N=CC=C1)C=1C=C(CN(C=2SC=C(N2)C)CC2=CC(=CC=C2)OC)C=CC1